(3-Fluoro-5-(1-(trifluoromethyl)-1H-pyrazol-4-yl)phenyl)methanamine FC=1C=C(C=C(C1)C=1C=NN(C1)C(F)(F)F)CN